C(#N)C=1C=CC(=NC1)[C@@H](C)NC(CN1C(NC2=CC=C(C(=C2C1=O)F)F)=O)=O (R)-N-(1-(5-cyanopyridin-2-yl)ethyl)-2-(5,6-difluoro-2,4-dioxo-1,4-dihydroquinazolin-3(2H)-yl)acetamide